O[C@@H](C(=O)N1CC2=C(C1)CN(C2)S(=O)(=O)C=2C=C(C=CC2)S(=O)(=O)N)C2=CC=CC=C2 3-[5-[(2R)-2-hydroxy-2-phenylacetyl]-1H,2H,3H,4H,5H,6H-pyrrolo[3,4-c]pyrrole-2-sulfonyl]benzene-1-sulfonamide